CC(C)(C)OC(=O)N1CC[C@H]1C(=O)O (S)-N-Boc-azetidine-2-carboxylic acid